OC1=CC=C(C=C1)CCC(C)(C1=CC=C(C=C1)O)C1=CC=C(C=C1)O 1,3,3-tris(4-hydroxyphenyl)butane